COC(CCC(C)SCC(=O)OC)=O.O(C1=CC=CC=C1)C(=O)CCC1(C2=CC=CC=C2C=2C=CC=CC12)CC1(C2=CC=CC=C2C=2C=CC=CC12)CCC(=O)OC1=CC=CC=C1 bis[9-(2-phenoxycarbonylethyl)fluoren-9-yl]methane methyl-4-((2-methoxy-2-oxoethyl)thio)pentanoate